C(C)(C)(C)P(C(C)(C)C)[C-]1C=CC=C1.[C-]1(C=CC=C1)P(C(C)(C)C)C(C)(C)C.[Fe+2] bis(di-t-butylphosphino)-ferrocene